C(CCCCCCC)(=O)O.C(CCCCCCC)(=O)O caprylic acid (monocaprylate)